C1(CC1)C(C1=CC(=NC=C1)NC([C@H](C1CCC(CC1)(F)F)NC(=O)C=1N=COC1)=O)NC(CCC(F)(F)F)=O N-((1S)-2-((4-(Cyclopropyl(4,4,4-trifluorobutanamido)methyl)pyridin-2-yl)amino)-1-(4,4-difluorocyclohexyl)-2-oxoethyl)oxazole-4-carboxamide